ClC1=CC=C2C=CC=C(C2=C1C#C[Si](C(C)C)(C(C)C)C(C)C)OS(=O)(=O)C(F)(F)F [7-Chloro-8-(2-triisopropylsilylethynyl)-1-naphthyl]trifluoromethanesulfonate